N-(6-Amino-5-methyl-3-pyridyl)-2-[2-[6-(methanesulfonamido)-3-pyridyl]-5-methyl-1-piperidyl]-2-oxo-acetamide NC1=C(C=C(C=N1)NC(C(=O)N1C(CCC(C1)C)C=1C=NC(=CC1)NS(=O)(=O)C)=O)C